N-(1-(2-(((tert-butyldimethylsilyl)oxy)methyl)-5-fluoropyridin-3-yl)ethyl)-3-(4-((4-methoxybenzyl)oxy)pyridin-2-yl)imidazo[1,2-b]pyridazin-6-amine [Si](C)(C)(C(C)(C)C)OCC1=NC=C(C=C1C(C)NC=1C=CC=2N(N1)C(=CN2)C2=NC=CC(=C2)OCC2=CC=C(C=C2)OC)F